rel-(R)-4-(1-(4-methyl-1-((2-(trimethylsilyl)ethoxy)methyl)-1H-imidazol-5-yl)ethyl)aniline CC=1N=CN(C1[C@H](C)C1=CC=C(N)C=C1)COCC[Si](C)(C)C |o1:6|